Nε-benzyloxycarbonyl-lysine C(C1=CC=CC=C1)OC(=O)NCCCC[C@H](N)C(=O)O